cis-2-(β-naphthyl)cyclopentan-1-ol C1=C(C=CC2=CC=CC=C12)[C@@H]1[C@@H](CCC1)O